C(C)(C)(C)OC(=O)N1C(C2=CC=CC(=C2CC1)Br)C 5-bromo-1-methyl-3,4-dihydroisoquinoline-2(1H)-carboxylic acid tert-butyl ester